tert-butyl 4-(4-((6-carbamoyl-3-(methylthio)-1,2,4-triazine-5-yl)amino)-2-fluorophenyl)piperazine-1-carboxylate C(N)(=O)C1=C(N=C(N=N1)SC)NC1=CC(=C(C=C1)N1CCN(CC1)C(=O)OC(C)(C)C)F